N-(3-(3-(4-(trifluoromethyl)phenyl)-1H-indazol-1-yl)phenyl)acrylamide FC(C1=CC=C(C=C1)C1=NN(C2=CC=CC=C12)C=1C=C(C=CC1)NC(C=C)=O)(F)F